FC1=C(C(=CC(=C1)N1CC(CCC1)NCCC(C)C)O)N1CC(NS1(=O)=O)=O 5-(2-fluoro-6-hydroxy-4-(3-(isopentylamino)piperidin-1-yl)phenyl)-1,2,5-thiadiazolidin-3-one 1,1-dioxide